cis-5-((5-(3-((4-cyclobutylpyridazin-3-yl)oxy)cyclopentyl)-1H-pyrazol-3-yl)amino)-4-fluoro-2,3-dihydrobenzo[d]isothiazole 1,1-dioxide C1(CCC1)C1=C(N=NC=C1)O[C@H]1C[C@H](CC1)C1=CC(=NN1)NC=1C=CC2=C(CNS2(=O)=O)C1F